Heptylbenzothiazole-2-sulfenamide C(CCCCCC)C1=CC=CC2=C1N=C(S2)SN